8-(3-(4-(cyclopropanecarbonyl)piperazine-1-carbonyl)-6-fluoroquinolin-4-yl)-8-azaspiro[4.5]decan-1-one C1(CC1)C(=O)N1CCN(CC1)C(=O)C=1C=NC2=CC=C(C=C2C1N1CCC2(CCCC2=O)CC1)F